O=C(CC(=O)OC)C=P(C1=CC=CC=C1)(C1=CC=CC=C1)C1=CC=CC=C1 Methyl 3-oxo-4-(triphenyl-λ5-phosphaneylidene)butanoate